7-(3-fluoro-5-methoxyphenyl)-5,6,7,8-tetrahydro-2,7-naphthyridine-3-carboxylic acid ethyl ester C(C)OC(=O)C=1N=CC=2CN(CCC2C1)C1=CC(=CC(=C1)OC)F